8-(6-(4,4-difluoropiperidine-1-carbonyl)naphthalen-1-yl)-4H-pyrido[1,2-a]pyrimidin-4-one FC1(CCN(CC1)C(=O)C=1C=C2C=CC=C(C2=CC1)C1=CC=2N(C(C=CN2)=O)C=C1)F